Cl.ClCC=1C=NC=CC1 3-(chloromethyl)pyridine HCl salt